(+-)-6-METHOXY-2,6-DIMETHYLOCTANAL COC(CCCC(C=O)C)(CC)C